ClCCC(=C(C1=CC=C(C=C1)O)C1=CC=C(C=C1)N1CCC(CC1)CN1C(CN(CC1C)C=1C=C2C(N(C(C2=CC1F)=O)C1C(NC(CC1)=O)=O)=O)C)C1=CC=CC=C1 5-(4-((1-(4-(4-chloro-1-(4-hydroxyphenyl)-2-phenylbut-1-en-1-yl)phenyl)piperidin-4-yl)methyl)-3,5-dimethylpiperazin-1-yl)-2-(2,6-dioxopiperidin-3-yl)-6-fluoroisoindoline-1,3-dione